2-((4-((R)-2-(4-chloro-2-(methoxy-d3)phenyl)-2H-chromen-8-yl-2-d)piperidin-1-yl)methyl)-3-(((S)-oxabutane-2-yl)methyl)-3H-imidazo[4,5-b]pyridine-5-carboxylic acid ClC1=CC(=C(C=C1)[C@@]1(OC2=C(C=CC=C2C=C1)C1CCN(CC1)CC1=NC=2C(=NC(=CC2)C(=O)O)N1C[C@@H](O)CC)[2H])OC([2H])([2H])[2H]